5-(2-Hydroxyethylamino)-1-methyl-2-oxo-N-phenyl-quinoline-3-carboxamide OCCNC1=C2C=C(C(N(C2=CC=C1)C)=O)C(=O)NC1=CC=CC=C1